6-chloro-N-(2-hydroxy-3-(piperidin-1-yl)propoxy)-4-methylnicotinimidoyl chloride ClC1=NC=C(C(=NOCC(CN2CCCCC2)O)Cl)C(=C1)C